1-(3,4-dimethoxyphenyl)-2-(3-(dimethylamino)propyl)-7-iodo-1,2-dihydrochromeno[2,3-c]pyrrole-3,9-dione COC=1C=C(C=CC1OC)C1C2=C(C(N1CCCN(C)C)=O)OC=1C=CC(=CC1C2=O)I